6-(3-Isopropyl-5-(1-(2-methoxyethyl)piperidin-3-yl)-1H-indol-2-yl)-8-methoxy-[1,2,4]triazolo[1,5-a]pyridin C(C)(C)C1=C(NC2=CC=C(C=C12)C1CN(CCC1)CCOC)C=1C=C(C=2N(C1)N=CN2)OC